C1(=CC=CC=2OC3=C(C21)C=CC=C3)C3=NC=CC=C3 (dibenzo[B,D]furanyl)pyridine